NC[C@]1(CN(CC1)C(C)(C)C1=NC=CC=C1)CCC1=CC=C(C#N)C=C1 (S)-4-(2-(3-(aminomethyl)-1-(2-(pyridin-2-yl)propan-2-yl)pyrrolidin-3-yl)ethyl)benzonitrile